(2S)-1-fluoro-2-[8-(5-{[(5-fluoro-2,3-dihydro-1-benzofuran-4-yl)methyl]amino}-[1,2,4]triazolo[4,3-c]pyrimidin-8-yl)-[1,2,4]triazolo[1,5-a]pyridin-5-yl]propan-2-ol FC[C@@](C)(O)C1=CC=C(C=2N1N=CN2)C=2C=1N(C(=NC2)NCC2=C(C=CC3=C2CCO3)F)C=NN1